C(C=C)(=O)N1C[C@@H](CC1)C1=NN(C=2C(=NNC(C21)=O)N)C2=CC=C(C=C2)OC2=CC=CC=C2 (R)-3-(1-Acryloylpyrrolidin-3-yl)-7-amino-1-(4-phenoxyphenyl)-1,5-dihydro-4H-pyrazolo[3,4-d]pyridazin-4-on